mono(methacryloyloxy)ethyl maleate C(\C=C/C(=O)[O-])(=O)OCCOC(C(=C)C)=O